C(C)(C)(C)OC(NC1CC(C1)N)=O 3-amino-1-cyclobutyl-carbamic acid tert-butyl ester